tert-butyl(1-(2-(2-((2,3-dihydro-1H-inden-2-yl)amino)pyrimidine-5-carbonyl)hydrazine-1-carbonyl)cyclopropyl)carbamate C(C)(C)(C)OC(NC1(CC1)C(=O)NNC(=O)C=1C=NC(=NC1)NC1CC2=CC=CC=C2C1)=O